CS(=O)(=O)C1CC(C1)N (1r,3r)-3-methanesulfonyl-cyclobutan-1-amine